C(C)S(=O)(=O)C1=C(N=C2N1C=CC(=C2)C(F)(F)F)N2C(C1=CC(=CC=C1C2)S(=O)(=O)C(F)(F)F)=O 2-[3-ethylsulfonyl-7-(trifluoromethyl)imidazo[1,2-a]pyridin-2-yl]-6-(trifluoromethyl-sulfonyl)isoindolin-1-one